(1R,2S,3R,5R)-3-[4-amino-2-chloro-5-(1-methylpyrazol-3-yl)pyrrolo[2,3-d]pyrimidin-7-yl]-5-(3,5-dimethoxyphenyl)cyclopentane-1,2-diol NC=1C2=C(N=C(N1)Cl)N(C=C2C2=NN(C=C2)C)[C@H]2[C@@H]([C@@H]([C@H](C2)C2=CC(=CC(=C2)OC)OC)O)O